CC1(C2CCC(C1C2)=C)C 6,6-dimethyl-2-methylidenebicyclo[3.1.1]heptane